C(C1=CC=CC=C1)OCCCC1=NC2=CC(=CC=C2C=C1)Br [3-(benzyloxy)propyl]-7-bromoquinoline